C(C)(=O)C1=C(C(=O)O)C=CN=C1 3-ACETYLISONICOTINIC ACID